2-((2R,6S)-2,6-dimethylpiperazin-1-yl)-N-(4-(2,4-dioxotetrahydropyrimidin-1(2H)-yl)pyridin-2-yl)acetamide hydrochloride Cl.C[C@H]1N([C@H](CNC1)C)CC(=O)NC1=NC=CC(=C1)N1C(NC(CC1)=O)=O